C(C)N(CCCN(C)C)CC N,N-diethyl-N',N'-dimethyl-1,3-propanediamine